(4aR,8aS)-6-[6-[[1-methyl-4-(trifluoromethyl)pyrazol-3-yl]methyl]-2-azaspiro[3.3]heptane-2-carbonyl]-4,4a,5,7,8,8a-hexahydropyrido[4,3-b][1,4]oxazin-3-one CN1N=C(C(=C1)C(F)(F)F)CC1CC2(CN(C2)C(=O)N2C[C@@H]3[C@@H](OCC(N3)=O)CC2)C1